5-bromo-2-(pyridin-2-yl)-1H-benzo[d]imidazole BrC1=CC2=C(NC(=N2)C2=NC=CC=C2)C=C1